(1,2,3,6-tetrahydro-[1,1'-biphenyl]-4-yl)boronic acid C1(CCC(=CC1)B(O)O)C1=CC=CC=C1